C(C)(C)C1=C(C=C(C=C1)OC)N1/C(/SCC1=O)=N/C(=O)NC1=C(C=C(C=C1)C1=NN(C=N1)C1=NC=C(C=C1)OC(F)(F)F)C (Z)-1-(3-(2-isopropyl-5-methoxyphenyl)-4-oxothiazolidin-2-ylidene)-3-(2-methyl-4-(1-(5-(trifluoromethoxy)pyridin-2-yl)-1H-1,2,4-triazol-3-yl)phenyl)urea